C(C#CC)N1CCC2(C3=C(C(NC2)=O)C(=C(N3)C3=C(C=NC=C3)F)NC3=C(C(=CC=C3)F)OC)CC1 1-(but-2-ynyl)-3'-[(3-fluoro-2-methoxyphenyl)amino]-2'-(3-fluoropyridin-4-yl)-5',6'-dihydro-1'H-spiro[piperidine-4,7'-pyrrolo[3,2-c]pyridin]-4'-one